(1s,3s)-3-(3-chloro-4-methyl-5,6-dihydro-7H-pyrrolo[2,3-c]pyridazin-7-yl)-1-methylcyclobutanol ClC1=C(C2=C(N=N1)N(CC2)C2CC(C2)(O)C)C